C(CCCCCCCCCCCCCCCCC)OC(CCC1=CC(=C(C(=C1)C(C)(C)C)O)C(C)(C)C)=O n-octadecyl-β-(4'-hydroxy-3',5'-di-tert-butylphenyl)propionate